ClC1=CC=C(C(=N1)C(=O)O)N[C@H](C)C1=C2N=C(C(=NC2=CC(=C1)C)C#N)N1CC2C3CCC(C2C1)C3O 6-chloro-3-(((1R)-1-(2-cyano-3-(8-hydroxyoctahydro-2H-4,7-methanoisoindol-2-yl)-7-methylquinoxalin-5-yl)ethyl)amino)picolinic acid